1-(1-(8-fluoro-2-((hexahydro-1H-pyrrolizin-7a-yl)methoxy)-7-(8-(trifluoromethyl)naphthalen-1-yl)pyrido[4,3-d]pyrimidin-4-yl)piperidin-3-yl)methanesulfonamide FC1=C(N=CC2=C1N=C(N=C2N2CC(CCC2)CS(=O)(=O)N)OCC21CCCN1CCC2)C2=CC=CC1=CC=CC(=C21)C(F)(F)F